[3-(trifluoromethyl)phenyl]piperazin FC(C=1C=C(C=CC1)N1CCNCC1)(F)F